3-(3'-adamantan-1-yl-4'-hydroxy-biphenyl-4-yl)-acrylic acid C12(CC3CC(CC(C1)C3)C2)C=2C=C(C=CC2O)C2=CC=C(C=C2)C=CC(=O)O